C(C1=CC=CC=C1)OC(=O)NCC(=O)O N-(benzyloxycarbonyl)glycine